(R)-2-(5-(2-((2,3-dihydro-1H-inden-2-yl)amino)pyrimidin-5-yl)-1,3,4-oxadiazol-2-yl)-2-fluoro-1-(1,4,6,7-tetrahydro-5H-[1,2,3]triazolo[4,5-c]pyridin-5-yl)propan-1-one C1C(CC2=CC=CC=C12)NC1=NC=C(C=N1)C1=NN=C(O1)[C@@](C(=O)N1CC2=C(CC1)NN=N2)(C)F